COC1=COC=C1 methyl-3-furyl ether